dizinc hydrogen phosphate P(=O)(O)([O-])[O-].[Zn+2].[Zn+2].P(=O)(O)([O-])[O-]